COC(=O)C1OCC(C1)NC(=O)[C@@]1(CC(=NO1)C1=CC(=CC(=C1)F)F)C=C 4-[[(5R)-3-(3,5-difluorophenyl)-5-vinyl-4H-isoxazole-5-carbonyl]amino]tetrahydrofuran-2-carboxylic acid methyl ester